dihydroxydiphenylethylphenylmethane OC(C1=CC=CC=C1)(CC(C1=CC=CC=C1)C1=CC=CC=C1)O